Di(4-acetoxybenzyl) Methylphosphonate CP(OCC1=CC=C(C=C1)OC(C)=O)(OCC1=CC=C(C=C1)OC(C)=O)=O